FC(C=1C(=C(C=CC1)[C@@H](C)NC1=NC(=NC2=CC=C(C=C12)P(C)(C)=O)C)F)F (R)-(4-(1-(3-difluoromethyl-2-fluorophenyl)ethylamino)-2-methyl-quinazolin-6-yl)dimethylphosphine oxide